(trans)-3-hydroxy-2-(4-methoxy-3-(methoxymethoxy)phenyl)-5,7-bis(methoxymethoxy)chroman-4-one O[C@H]1[C@@H](OC2=CC(=CC(=C2C1=O)OCOC)OCOC)C1=CC(=C(C=C1)OC)OCOC